O[C@@]1([C@@H](CC[C@H](C1)C)C(C)C)C(=O)NCCC1=CC=C(C=C1)S(N)(=O)=O (1s,2s,5r)-1-hydroxy-2-isopropyl-5-methyl-N-[2-(4-sulfamoylphenyl)ethyl]cyclohexanecarboxamide